O1C2=C(OCC1)C=C(C=C2)C(C)N2C[C@@H](N(C[C@H]2C)C2=CC(N(C=1C=CC(=NC21)C#N)C)=O)C 8-((2s,5r)-4-(1-(2,3-dihydrobenzo[b][1,4]dioxin-6-yl)ethyl)-2,5-dimethylpiperazin-1-yl)-5-methyl-6-oxo-5,6-dihydro-1,5-naphthyridine-2-carbonitrile